2-[tert-butyl-(dimethyl)silyl]oxy-ethylamine C(C)(C)(C)[Si](OCCN)(C)C